N-((3R,4R)-7-(difluoromethyl)-5-fluoro-3-hydroxychroman-4-yl)-6-(3-methyl-1H-pyrrolo[2,3-b]pyridin-4-yl)nicotinamide FC(C1=CC(=C2[C@H]([C@H](COC2=C1)O)NC(C1=CN=C(C=C1)C1=C2C(=NC=C1)NC=C2C)=O)F)F